methyl [(3-nitro-2-pyridyl)amino]-3-phenyl-propanoate [N+](=O)([O-])C=1C(=NC=CC1)NC(C(=O)OC)CC1=CC=CC=C1